C(#N)C[C@H]1N([C@@H](C[C@@H](C1)O)C)C(=O)OC(C)(C)C tert-Butyl (2R,4S,6R)-2-(cyanomethyl)-4-hydroxy-6-methylpiperidine-1-carboxylate